trans-N-(1,3-dimethylpiperidin-4-yl)-2,2-difluoro-3-((3-(trifluoromethyl)pyridin-2-yl)oxy)propanamide CN1C[C@H]([C@@H](CC1)NC(C(COC1=NC=CC=C1C(F)(F)F)(F)F)=O)C